3-phenylphenoxypropyl acrylate C(C=C)(=O)OCCCOC1=CC(=CC=C1)C1=CC=CC=C1